6-(((2,5-dioxopyrrolidin-1-yl)oxy)carbonyl)-3-oxo-3H-spiro[isobenzofuran-1,9'-xanthene]-3',6'-diyl diacetate C(C)(=O)OC=1C=CC=2C3(C4=CC=C(C=C4OC2C1)OC(C)=O)OC(C1=CC=C(C=C13)C(=O)ON1C(CCC1=O)=O)=O